ClC1=NC2=C(C=C(C=C2C(=N1)NCC)Cl)F 2,6-dichloro-N-ethyl-8-fluoroquinazolin-4-amine